hexahydropyrrolo[3,2-b]pyrrole-1(2H)-carboxylate N1(C2C(CC1)NCC2)C(=O)[O-]